(3-bromo-5,6-difluoro-4-(cis-5-methyl-2,3,3a,4,6,6a-hexahydropyrrolo[2,3-c]pyrrol-1-yl)-9H-pyrido[2,3-b]indol-8-yl)(methyl)carbamate BrC1=C(C2=C(NC3=C(C=C(C(=C23)F)F)OC(NC)=O)N=C1)N1CC[C@@H]2[C@H]1CN(C2)C